[Cl-].CO[SiH](OC)OC trimethoxysilane chloride salt